(+)-N-(5-(1-amino-1-(4-cyanophenyl)-3-cyclopropylpropyl)-2-fluorophenyl)-1-(3-(aminomethyl)phenyl)-3-(trifluoromethyl)-1H-pyrazole-5-carboxamide C1CC1CCC(C2=CC=C(C=C2)C#N)(C3=CC(=C(C=C3)F)NC(=O)C4=CC(=NN4C5=CC=CC(=C5)CN)C(F)(F)F)N